2-bromo-4-(2-fluorophenoxy)-1-nitro-3-(trifluoromethyl)benzene BrC1=C(C=CC(=C1C(F)(F)F)OC1=C(C=CC=C1)F)[N+](=O)[O-]